1-[3-(1,1-dioxotetrahydrothiopyran-4-yl)-1-[1-methyl-3-(1-methylpyrazol-4-yl)indazol-5-yl]-6,8-dihydro-5H-imidazo[1,5-a]pyrazin-7-yl]ethanone O=S1(CCC(CC1)C1=NC(=C2N1CCN(C2)C(C)=O)C=2C=C1C(=NN(C1=CC2)C)C=2C=NN(C2)C)=O